CC(C(=C)C1=CC=CC=C1)(C)C 3,3-dimethyl-2-phenyl-1-butene